FC1=CC=C(CC=2C=CC(=NC2)N)C=C1 5-(4-fluorobenzyl)pyridin-2-amine